(1s,4s)-N-(4-ethyl-3-methoxyphenyl)-4-(5-methyl-2-oxo-1,2-dihydroquinazolin-3(4H)-yl)cyclohexanecarboxamide C(C)C1=C(C=C(C=C1)NC(=O)C1CCC(CC1)N1C(NC2=CC=CC(=C2C1)C)=O)OC